FC(OCCCN)(F)F 3-(trifluoromethoxy)propan-1-amine